N1=C(C=CC=C1)C(=O)[O-].[Cr+3] chromic monopicolinate